COC1=CC2=CC(N=C2C=C1)=O 5-Methoxyindol-2-one